(E)-2-(5-Methoxy-1-indanylidene)ethanol COC=1C=C2CC/C(/C2=CC1)=C\CO